C(C)NC1=C2C(=NC=C1C(=O)NC[C@H](C(C)(C)O)F)SC(=N2)C2=CC=CC=C2 (R)-7-(ethylamino)-N-(2-fluoro-3-hydroxy-3-methylbutyl)-2-phenylthiazolo[5,4-b]pyridine-6-carboxamide